3-((3S,4R)-3-methyl-6-(7-(2-(4-(1-oxoisoindolin-2-yl)phenyl)butyryl)-7H-pyrrolo[2,3-d]pyrimidin-4-yl)-1,6-diazaspiro[3.4]octan-1-yl)-3-oxopropionitrile C[C@H]1CN([C@@]12CN(CC2)C=2C1=C(N=CN2)N(C=C1)C(C(CC)C1=CC=C(C=C1)N1C(C2=CC=CC=C2C1)=O)=O)C(CC#N)=O